C1(=CC=CC=C1)S(=O)(=O)ON=C1C(C(C#N)=CC=C1Cl)Cl (benzenesulfonyloxyimino)-2,4-dichlorobenzonitrile